4-(difluoro((5-fluoro-2-methylphenyl)sulfonyl)methyl)-N-(pyridazin-4-yl)piperidine FC(C1CCN(CC1)C1=CN=NC=C1)(S(=O)(=O)C1=C(C=CC(=C1)F)C)F